OC1=C(OC2=C(C1=O)C(=CC(=C2)O)O)C2=CC(=C(C(=C2)C)OC2COC2)O 3,5,7-Trihydroxy-2-[3-hydroxy-5-methyl-4-(oxetan-3-yloxy)phenyl]benzopyran-4-one